C(C)N1C(=NC=C1)C(=O)[O-] N-ethylimidazole-2-formate